3-(3-(1,4-dimethyl-1H-benzo[d][1,2,3]triazol-5-yl)acryloyl)-4-phenyloxazolidin-2-one CN1N=NC2=C1C=CC(=C2C)C=CC(=O)N2C(OCC2C2=CC=CC=C2)=O